C(CCCCCCCCCCC)OS(=O)(=O)[O-].[Na+].NC1=CC=C(C=N1)/C=C/C(=O)NCC=1OC2=C(C1)C=C(C=C2OC(F)(F)F)C2=NC=C(C=C2)C(=O)N2CCC(CC2)(F)F (E)-3-(6-aminopyridin-3-yl)-N-((5-(5-(4,4-difluoropiperidine-1-carbonyl)pyridin-2-yl)-7-(trifluoromethoxy)benzofuran-2-yl)methyl)acrylamide Sodium laurylsulfate